FC(C(CC(=O)OC(C)C)=O)(F)F Isopropyl 4,4,4-trifluoroacetoacetate